tert-butyl 4-(4-bromo-2-fluorobenzyl)-4-hydroxypiperidine-1-carboxylate BrC1=CC(=C(CC2(CCN(CC2)C(=O)OC(C)(C)C)O)C=C1)F